C(C)N1C(CCC12CCC(CC2)NC(=O)[C@@H]2CCN(C1(CC1)C2)C(=O)C2=NNC(=C2)C2=CC(=NC=C2F)OC)=O (R)-N-((5S,8S)-1-ethyl-2-oxo-1-azaspiro[4.5]dec-8-yl)-4-(5-(5-fluoro-2-methoxypyridin-4-yl)-1H-pyrazole-3-carbonyl)-4-azaspiro[2.5]octane-7-carboxamide